ClC=1C(=C(C=CC1)NC(=S)C1=C(C[C@H](NC1=O)C)NCC1=C(C=NC=C1)OCC1OCCOC1)OC (2R)-N-(3-chloro-2-methoxyphenyl)-4-{[3-(1,4-dioxan-2-ylmethoxy)-4-pyridyl]methylamino}-2-methyl-6-oxo-2,3-dihydro-1H-pyridine-5-carbothioamide